3-(N-ethylamino)propyl-trimethoxysilane C(C)NCCC[Si](OC)(OC)OC